1-(2-((4-((2-(dimethylamino)ethyl)(methyl)amino)-2-isopropyl-5-aminophenyl)amino)pyrimidin-4-yl)-3-methyl-1,3-dihydro-2H-benzo[d]imidazol-2-one CN(CCN(C1=CC(=C(C=C1N)NC1=NC=CC(=N1)N1C(N(C2=C1C=CC=C2)C)=O)C(C)C)C)C